(1R,2R,5S)-N-((R)-1-cyano-2-((R)-2-oxopyrrolidin-3-yl)ethyl)-3-(9-hydroxy-9H-fluorene-9-carbonyl)-6,6-dimethyl-3-azabicyclo[3.1.0]hexane-2-carboxamide C(#N)[C@@H](C[C@@H]1C(NCC1)=O)NC(=O)[C@H]1[C@H]2C([C@H]2CN1C(=O)C1(C2=CC=CC=C2C=2C=CC=CC12)O)(C)C